6-(8-(benzo[d]thiazol-2-ylcarbamoyl)-3,4-dihydroisoquinolin-2(1H)-yl)-3-(3-(cyclohexylmethyl)-2-methylphenyl)picolinic acid tert-butyl ester C(C)(C)(C)OC(C1=NC(=CC=C1C1=C(C(=CC=C1)CC1CCCCC1)C)N1CC2=C(C=CC=C2CC1)C(NC=1SC2=C(N1)C=CC=C2)=O)=O